1-(1-diphenylmethylazetidin-3-yl)-N-cyclopropyl-1H-pyrazole-3-carboxamide C1(=CC=CC=C1)C(N1CC(C1)N1N=C(C=C1)C(=O)NC1CC1)C1=CC=CC=C1